C(C)OC(CCCOC=1C(=NC=CC1)C(=O)O)=O (4-ethoxy-4-oxobutoxy)pyridine-2-carboxylic acid